5,7-Dimethyl-3-(2-pyridyl)-6-[3-(triazol-2-yl)phenyl]pyrrolo[3,4-d]pyridazin-4-one CC=1N(C(=C2C=NN(C(C21)=O)C2=NC=CC=C2)C)C2=CC(=CC=C2)N2N=CC=N2